ClC1=CC=C(C=N1)NC1=NC=CC2=CC(=CC=C12)C(=O)NCC1CC1 1-((6-chloropyridin-3-yl)amino)-N-(cyclopropylmethyl)isoquinoline-6-carboxamide